C(#N)C=1C=C2C=CC(=NC2=C(C1)Cl)Cl 6-cyano-2,8-dichloroquinoline